[(2R,3S,4R,5R)-5-[2-chloro-4-(methyl-amino)pyrrolo[2,3-d]-pyrimidin-7-yl]-3,4-dihydroxy-tetrahydro-furan-2-yl]methoxy-methylphosphonic acid ClC=1N=C(C2=C(N1)N(C=C2)[C@H]2[C@@H]([C@@H]([C@H](O2)COCP(O)(O)=O)O)O)NC